(2R,3R,11bR)-3-(2,2-dimethylpropyl)-9-[(2S)-2-hydroxypropoxy]-10-methoxy-1H,2H,3H,4H,6H,7H,11bH-pyrido[2,1-a]isoquinolin-2-ol CC(C[C@H]1[C@@H](C[C@H]2N(CCC3=CC(=C(C=C23)OC)OC[C@H](C)O)C1)O)(C)C